C1(CC1)C1=NNC(=N1)C1CC2(CN(C2)C(=O)N2CC3(C2)CC(C3)CN3N=C(C=C3C(F)(F)F)C)C1 [6-(3-cyclopropyl-1H-1,2,4-triazol-5-yl)-2-azaspiro[3.3]heptan-2-yl]-[6-[[3-methyl-5-(trifluoromethyl)pyrazol-1-yl]methyl]-2-azaspiro[3.3]heptan-2-yl]methanone